2-hydroxy-6-({1-[(4S)-4-hydroxy-L-prolyl]azetidin-3-yl}oxy)benzoic acid OC1=C(C(=O)O)C(=CC=C1)OC1CN(C1)C([C@H]1NC[C@H](C1)O)=O